(S)-4-(4-(N-((2-amino-4-hydroxypteridin-6-yl)methyl)-2,2,2-trifluoroacetamido)benzamido)-5-(tert-butoxy)-5-oxopentanoic acid NC1=NC2=NC=C(N=C2C(=N1)O)CN(C(C(F)(F)F)=O)C1=CC=C(C(=O)N[C@@H](CCC(=O)O)C(=O)OC(C)(C)C)C=C1